Methyl (Z)-2-((tert-butoxycarbonyl)amino)-3-(6,6-difluoro-2-oxo-1,2,5,6,7,8-hexahydroquinolin-3-yl)acrylate C(C)(C)(C)OC(=O)N\C(\C(=O)OC)=C/C=1C(NC=2CCC(CC2C1)(F)F)=O